(Z)-8,8'-(4-hexyl-3-(oct-2-en-1-yl)-1,2-phenylene)bis(octan-1-amine) C(CCCCC)C1=C(C(=C(C=C1)CCCCCCCCN)CCCCCCCCN)C\C=C/CCCCC